(S)-3-(1'-(3-(1-cyclopropyl-1H-pyrazol-4-yl)benzyl)-6-oxo-6,8-dihydro-2H,7H-spiro[furo[2,3-e]isoindole-3,4'-piperidin]-7-yl)piperidine-2,6-dione C1(CC1)N1N=CC(=C1)C=1C=C(CN2CCC3(CC2)COC2=C4CN(C(C4=CC=C23)=O)[C@@H]2C(NC(CC2)=O)=O)C=CC1